chloro-2-fluoro-[1,1'-biphenyl]-3-amine hydrochloride Cl.ClC1=C(C(=C(C=C1)C1=CC=CC=C1)F)N